CC(C(=O)N[C@H]1C[C@@H](N(C1)C(=O)OC(C)(C)C)C)(COC1=NC=CC=C1C(F)(F)F)C tert-butyl trans-4-(2,2-dimethyl-3-((3-(trifluoromethyl) pyridin-2-yl) oxy) propanamido)-2-methylpyrrolidine-1-carboxylate